3-oxo-aminobicyclo[2.2.1]hept-5-ene O=C1CC2(C=CC1C2)N